C(C)NC1=CC=C(C=C1)NC1=CC(=CC=C1)CC N-ethyl-N'-(3-ethylphenyl)-p-phenylenediamine